1-(1-tetradecyl)-2-methylpyridinium C(CCCCCCCCCCCCC)[N+]1=C(C=CC=C1)C